(S)-N-(1-amino-3-hydroxy-1-oxopropan-2-yl)-2-methyl-5-(thiazol-5-ylmethoxy)benzofuran-3-carboxamide NC([C@H](CO)NC(=O)C1=C(OC2=C1C=C(C=C2)OCC2=CN=CS2)C)=O